[N+](=O)(O)[O-].CN(CCCN=C=NCC)C 1-(3-dimethylaminopropyl)-3-ethylcarbodiimide nitrate